OC1=CC=C(C=C1)C=1C=C(C(=O)N)C=CN1 2-(4-hydroxyphenyl)isonicotinamide